(5-methyl-4,5,6,7-tetrahydropyrazolo[1,5-a]pyrazin-2-yl)methyl 1H-imidazole-1-carboxylate N1(C=NC=C1)C(=O)OCC1=NN2C(CN(CC2)C)=C1